N[C@@H](CCC(=O)OC(C)(C)C)C(N[C@@H](C(C)C)C(N[C@@H](CCCNC(N)=O)C(NC1=CC=C(C=C1)CO)=O)=O)=O tert-Butyl (4S)-4-amino-4-{[(1S)-1-{[(1S)-4-(carbamoylamino)-1-{[4-(hydroxymethyl)phenyl]carbamoyl}butyl]carbamoyl}-2-methylpropyl]carbamoyl}butanoate